8-{[tris(propan-2-yl)silyl]Ethynyl}naphthalen-1-ol methyl-7-chloro-3-((diphenylmethylene)amino)imidazo[1,2-a]pyridine-8-carboxylate CC=1N=C2N(C=CC(=C2C(=O)OC2=CC=CC3=CC=CC(=C23)C#C[Si](C(C)C)(C(C)C)C(C)C)Cl)C1N=C(C1=CC=CC=C1)C1=CC=CC=C1